Ethyl 4-{N-[(2-{[(tert-butoxy)carbonyl]amino}quinolin-7-yl)methyl]pyridine-3-amido}-1-(difluoromethyl)-1H-pyrazole-5-carboxylate C(C)(C)(C)OC(=O)NC1=NC2=CC(=CC=C2C=C1)CN(C(=O)C=1C=NC=CC1)C=1C=NN(C1C(=O)OCC)C(F)F